BrC=1C=CC=2N(C1)C(=CN2)C2=NC(=NC=C2)N 4-(6-bromoimidazo[1,2-a]pyridin-3-yl)pyrimidin-2-amine